4-(((S)-1-(2-Chlorophenyl)ethyl)amino)-2,3-difluoro-N-((R,E)-4-(methylsulfonyl)but-3-en-2-yl)benzamide ClC1=C(C=CC=C1)[C@H](C)NC1=C(C(=C(C(=O)N[C@H](C)\C=C\S(=O)(=O)C)C=C1)F)F